C(C(C)(C)C)[Mg] neopentylmagnesium